trimethylolpropane trithioglycolate CCC(COC(=O)CS)(COC(=O)CS)COC(=O)CS